(2S,3S,4R,5R)-N-ethyl-3,4-dihydroxyl-5-(2-(4-methoxypyridin-3-yl)-6-(methylamino)-9H-purin-9-yl)tetrahydrofuran-2-carboxamide C(C)NC(=O)[C@H]1O[C@H]([C@@H]([C@@H]1O)O)N1C2=NC(=NC(=C2N=C1)NC)C=1C=NC=CC1OC